(E)-4-(((6-Amino-5-(4-phenoxyphenyl)pyrimidin-4-yl)amino)methyl)-1-(4-(dimethylamino)but-2-enoyl)piperidin NC1=C(C(=NC=N1)NCC1CCN(CC1)C(\C=C\CN(C)C)=O)C1=CC=C(C=C1)OC1=CC=CC=C1